4-(1,1,2,2,2-pentafluoroethyl)benzonitrile FC(C(F)(F)F)(F)C1=CC=C(C#N)C=C1